8-bromo-7-chloro-6-(3-fluoro-2-pyridinyl)-1-pyridazin-3-yl-4H-[1,2,4]Triazolo[4,3-a][1,4]Benzodiazepine BrC=1C=CC2=C(C(=NCC=3N2C(=NN3)C=3N=NC=CC3)C3=NC=CC=C3F)C1Cl